tert-butyl 4-(5-chloro-4-formyl-2-hydroxyphenyl)piperidine-1-carboxylate ClC=1C(=CC(=C(C1)C1CCN(CC1)C(=O)OC(C)(C)C)O)C=O